CC1C(C(C(C2(O1)OCC1=CC(=C(C=C12)CC1=CC=C(C=C1)OC)F)O)O)O 6'-methyl-6-(4-methoxybenzyl)-5-fluoro-3',4',5',6'-tetrahydro-3H-spiro[isobenzofuran-1,2'-pyran]-3',4',5'-triol